CC1=C(C=C(C=C1)[N+](=O)[O-])NN=CC=O 2-(2-(2-methyl-5-nitrophenyl)hydrazineylidene)acetaldehyde